CC(C)(C)[S@@](=O)N=C(C)C1=CC(=CC=2C=3N(C(=NC12)N1CCCCC1)N=C(N3)C=3N=CSC3)C (R)-2-methyl-N-(1-(9-methyl-5-(piperidin-1-yl)-2-(thiazol-4-yl)-[1,2,4]triazolo[1,5-c]quinazolin-7-yl)ethylidene)propane-2-sulfinamide